CC1(CN(CCN1CC1CCC(CC1)OC1CCNCC1)C(=O)OCC1=CC=CC=C1)C benzyl 3,3-dimethyl-4-[[4-(4-piperidyloxy)cyclohexyl]methyl]piperazine-1-carboxylate